4-benzenesulfonamidophenyl-pinacol t-butyl-(8-bromo-1-oxo-3,4-dihydroisoquinolin-2(1H)-yl)acetate C(C)(C)(C)C(C(=O)O)N1C(C2=C(C=CC=C2CC1)Br)=O.C1(=CC=CC=C1)S(=O)(=O)NC1=CC=C(C=C1)CC(O)(C)C(C)(C)O